7-chloro-5-(2-chlorophenyl)-3-hydroxy-1H-1,4-benzodiazepin-2(3H)-one ClC=1C=CC2=C(C(=NC(C(N2)=O)O)C2=C(C=CC=C2)Cl)C1